(5R)-N-Isothiazol-4-yl-1,5-dimethyl-2-oxo-6,7-dihydro-5H-cyclopenta[b]pyridine-3-carboxamide S1N=CC(=C1)NC(=O)C1=CC2=C(N(C1=O)C)CC[C@H]2C